C1(CC1)C1=CC=C(S1)B1OC(C(O1)(C)C)(C)C 2-(5-cyclopropylthiophene-2-yl)-4,4,5,5-tetramethyl-1,3,2-dioxaborolane